C(C)(C)(C)OC(=O)N1CCN(CC1)C1=C(N(C=2N(C1=O)N=C(N2)Br)CC(NC2=CC=C(C=C2)SC(F)(F)F)=O)CC 4-(2-bromo-5-ethyl-7-oxo-4-(2-oxo-2-((4-((trifluoromethyl)thio)phenyl)amino)ethyl)-4,7-dihydro-[1,2,4]triazolo[1,5-a]pyrimidine-6-yl)piperazine-1-carboxylic acid tert-butyl ester